4-((diethylamino)methyl)-1H-1,2,3-triazole C(C)N(CC)CC=1N=NNC1